(6Ar,10aR)-6,6,9-trimethyl-3-[(1S,2R,4S)-1,7,7-trimethyl-2-bicyclo[2.2.1]heptanyl]-6a,7,10,10a-tetrahydrobenzo[c]chromen-1-ol CC1(OC=2C=C(C=C(C2[C@H]2[C@H]1CC=C(C2)C)O)[C@@H]2[C@@]1(CC[C@@H](C2)C1(C)C)C)C